N1C=CC2=CC(=CC=C12)CNC(=O)[C@@H]1CN(CCC1)C=1C=2C(N=CN1)=NN(C2)C2=CC(=C(C=C2)C)F (S)-N-((1H-indol-5-yl)methyl)-1-(2-(3-fluoro-4-methylphenyl)-2H-pyrazolo[3,4-d]pyrimidin-4-yl)piperidine-3-carboxamide